NC=1C=2N(C=C(N1)C=1C(=C(C#N)C=CC1)F)N=C(N2)CC2=C(C=CC=C2CN2CC1(C2)C(N(CC1)C)=O)F 3-(8-amino-2-(2-fluoro-6-((6-methyl-5-oxo-2,6-diazaspiro[3.4]oct-2-yl)methyl)benzyl)-[1,2,4]triazolo[1,5-a]pyrazin-6-yl)-2-fluorobenzonitrile